C(C)(C)NC(CN1CCN(CC1)C1=CC(=C2C(=N1)C(=CS2)C(=O)NC)C(F)(F)F)=O 5-(4-(2-(isopropylamino)-2-oxoethyl)piperazin-1-yl)-N-methyl-7-(trifluoromethyl)thieno[3,2-b]pyridine-3-carboxamide